BrCCCCN1N=NC2=C1C=CC(=C2C)C(CC(=O)OCC)C2=CC(=C(C=C2)C)[C@@H](C)N2S(OC1=C(C2)C=C(C=C1)O)(=O)=O ethyl 3-[1-(4-bromobutyl)-4-methyl-1H-benzotriazol-5-yl]-3-{3-[(1R)-1-(6-hydroxy-2,2-dioxo-2H-1,2λ6,3-benzoxathiazin-3(4H)-yl)ethyl]-4-methylphenyl}propanoate